3-((3-butyl-7-(methylsulfanyl)-1,1-dioxo-5-phenyl-2,3,4,5-tetrahydro-1,5-benzothiazepin-8-yl)oxy)-2-hydroxypropionic acid C(CCC)C1CS(C2=C(N(C1)C1=CC=CC=C1)C=C(C(=C2)OCC(C(=O)O)O)SC)(=O)=O